C(C1=CC=CC=C1)OC(C(=O)OCC)CC1=CC(=CC=C1)C(C(=O)NNC)(CCCC(CS(=O)(=O)CCO)(C)C)C ethyl 2-(benzyloxy)-3-(3-(7-((2-hydroxy-ethyl)sulfonyl)-2,6,6-trimethyl-1-(2-methylhydrazineyl)-1-oxoheptan-2-yl)phenyl)propanoate